N1,N5-bis(2,6-dioxopiperidin-3-yl)glutaramide O=C1NC(CCC1NC(CCCC(=O)NC1C(NC(CC1)=O)=O)=O)=O